C(=O)C=1C=NN2C1N(C(C1=C2CN(C(C1)C)C(=O)OC(C)(C)C)=O)CC1=CC=C(C=C1)OC tert-butyl 3-formyl-4-(4-methoxybenzyl)-7-methyl-5-oxo-5,6,7,9-tetrahydropyrazolo[1,5-a]pyrido[4,3-e]pyrimidine-8(4H)-carboxylate